(R)-3-(2-hydroxypyridin-3-ylamino)-4-(1-phenylpropylamino)cyclobut-3-ene-1,2-dione OC1=NC=CC=C1NC=1C(C(C1N[C@H](CC)C1=CC=CC=C1)=O)=O